B(O)(O)O.C[SiH](C)C.C[SiH](C)C di(trimethyl-silane) borate